C1(CC1)C(=O)NC1=CC(=C(N=N1)C(=O)NC([2H])([2H])[2H])NC1=C(C(=CC=C1)/C(/N)=N/OC(CC)=O)OC (Z)-6-(cyclopropanecarboxamido)-4-((2-methoxy-3-(N'-(propionyloxy)carbamimidoyl)phenyl)amino)-N-trideuteromethylpyridazine-3-carboxamide